ClC=1C=C2C(=NC(=NC2=C(C1C1=C2C(=NNC2=CC=C1C)C1CC1)F)N1CC(C1)N(C)C)N1CCN(CC1)C(C=C)=O (R)-1-(4-(6-chloro-7-(3-cyclopropyl-5-methyl-1H-indazol-4-yl)-2-(3-(dimethylamino)azetidin-1-yl)-8-fluoroquinazolin-4-yl)piperazin-1-yl)prop-2-en-1-one